4-diethoxyphosphinyloxytetrahydrothiophene C(C)OP(=O)(OC1CCSC1)OCC